2-((trimethylsilyl)oxy)-1H-imidazole C[Si](OC=1NC=CN1)(C)C